OC1=CC=C2[C@@H]([C@]3(OCC2=C1)CCC1=CC=CC=C13)C1=CC=C(C=C1)N1CCC(CC1)CN1CCN(CC1)C=1C=C3CN(C(C3=CC1)=O)[C@@H]1C(NC(CC1)=O)=O (S)-3-(5-(4-((1-(4-((1R,4'S)-7'-hydroxy-2,3-dihydrospiro[indene-1,3'-isochroman]-4'-yl)phenyl)piperidin-4-yl)methyl)piperazin-1-yl)-1-oxoisoindolin-2-yl)piperidine-2,6-dione